2-Hydroxyethanesulfonic acid, sodium salt [Na+].OCCS(=O)(=O)[O-]